BrC=1N=C(C(=NC1)N(C(OC(C)(C)C)=O)C(=O)OC(C)(C)C)C#C tert-butyl (5-bromo-3-ethynyl-2-pyrazinyl)(tert-butoxycarbonyl)carbamate